hexaethylphosphorous acid triamide C(C)N(P(N(CC)CC)N(CC)CC)CC